Tert-butyl 3-[5-nitro-6-(4-pyridinylamino)-2-pyridyl]-3,6-diazabicyclo[3.1.1]Heptane-6-carboxylate [N+](=O)([O-])C=1C=CC(=NC1NC1=CC=NC=C1)N1CC2N(C(C1)C2)C(=O)OC(C)(C)C